(1-(2-(1-hydroxyethyl)-6-p-toluenesulfonylimidazo[4,5-d]pyrrolo[2,3-b]pyridin-1(6H)-yl)azetidin-3-yl)carbamic acid tert-butyl ester C(C)(C)(C)OC(NC1CN(C1)N1C(=NC=2C1=C1C(=NC2)N(C=C1)S(=O)(=O)C1=CC=C(C)C=C1)C(C)O)=O